2-[[5-fluoro-3-(trifluoromethyl)pyridine-2-carbonyl]amino]-4-[2-propoxyethyl-[4-(5,6,7,8-tetrahydro-1,8-naphthyridin-2-yl)butyl]amino]butanoic acid FC=1C=C(C(=NC1)C(=O)NC(C(=O)O)CCN(CCCCC1=NC=2NCCCC2C=C1)CCOCCC)C(F)(F)F